FC(OC=1C=C(C=CC1)C=1C=CC2=C(C=3CN(C(C3C=C2)=O)CC(C(=O)N)=C)C1)F 2-({8-[3-(difluoromethoxy)phenyl]-3-oxo-1H,2H,3H-benzo[e]isoindol-2-yl}methyl)prop-2-enamide